NC1=CC=C(C=C1)OC(C1=CC=C(C=C1)N)=O 4-aminobenzoic acid-4-aminophenylester